methyl 3-(3-methoxy-4-phenoxyphenyl)-3-oxopropanoate COC=1C=C(C=CC1OC1=CC=CC=C1)C(CC(=O)OC)=O